dioleoyl-sn-glycero-3-phosphate C(CCCCCCC\C=C/CCCCCCCC)(=O)OP(OC[C@@H](CO)O)(=O)OC(CCCCCCC\C=C/CCCCCCCC)=O